The molecule is a tirucallane triterpenoid that is tirucalla-7,24-diene substituted by a beta-hydroxy group at position 3. It has a role as a plant metabolite. C[C@@H](CCC=C(C)C)[C@@H]1CC[C@]2([C@]1(CC[C@H]3C2=CC[C@@H]4[C@@]3(CC[C@@H](C4(C)C)O)C)C)C